bis[4-[(tert-butyldiphenylsilyl)oxy]benzyl]amine [Si](C1=CC=CC=C1)(C1=CC=CC=C1)(C(C)(C)C)OC1=CC=C(CNCC2=CC=C(C=C2)O[Si](C2=CC=CC=C2)(C2=CC=CC=C2)C(C)(C)C)C=C1